BrC1=CC(=NC=C1)N1CCC(CC1)(F)F 4-bromo-2-(4,4-difluoropiperidin-1-yl)pyridine